C(C)C(CN(CCC(=O)[O-])CCC(=O)[O-])CCCC 3,3'-((2-Ethylhexyl)azandiyl)dipropionat